methyl (Z)-2-[5-(3,4-dimethylpyrazol-1-yl)-2-methyl-phenoxy]-3-methoxy-prop-2-enoate CC1=NN(C=C1C)C=1C=CC(=C(O\C(\C(=O)OC)=C/OC)C1)C